ClC=1C=C2C(=CNC2=CC1)CCCNS(=O)(=O)C1=CC=C(C=C1)OCCCN1C[C@@H](N[C@@H](C1)C)C N-(3-(5-chloro-1H-indol-3-yl)propyl)-4-(3-((3S,5R)-3,5-dimethylpiperazin-1-yl)propoxy)benzenesulfonamide